4-methoxymethoxy-1-methylbutylmagnesium iodide COCOCCCC(C)[Mg]I